C1=CC=CC=2C3=CC=CC=C3N(C12)C1=C(C(=C(C(=C1C#N)C#N)N1C2=CC=CC=C2C=2C=CC=CC12)N1C2=CC=CC=C2C=2C=CC=CC12)N1C2=CC=CC=C2C=2C=CC=CC12 tetracarbazol-9-yl-dicyanobenzene